C(C)(C)(C)OP(=O)(CC#C[Si](C)(C)C)CCCCCC(=O)OCC1=CC=CC=C1 benzyl 6-[tert-butoxy(3-trimethylsilylprop-2-ynyl)phosphoryl]hexanoate